8-((2-(1-methyl-2,6-dioxopiperidin-3-yl)-1-oxoisoindolin-4-yl)oxy)octanoic acid CN1C(C(CCC1=O)N1C(C2=CC=CC(=C2C1)OCCCCCCCC(=O)O)=O)=O